C(C)(C)(C)OC(=O)N1C=2C(OCC1)=[N+](C=C(C2)CC2=CC=C(C=C2)F)[O-] 1-(tert-butoxycarbonyl)-7-(4-fluorobenzyl)-2,3-dihydro-1H-pyrido[2,3-b][1,4]oxazine 5-oxide